7-Fluoro-8-(6-fluoro-1H-indol-4-yl)-9-methoxy-1,4,4-trimethyl-5H-[1,2,4]triazolo[4,3-a]quinoxaline FC=1C=C2NC(C=3N(C2=C(C1C1=C2C=CNC2=CC(=C1)F)OC)C(=NN3)C)(C)C